FC(C1=NC(=CC(=C1)C=1C=2N(C(=NC1C1=C(C=C(C=C1)F)F)N)C=NN2)C)F 8-(2-(difluoromethyl)-6-methylpyridin-4-yl)-7-(2,4-difluorophenyl)-[1,2,4]triazolo[4,3-c]pyrimidin-5-amine